2-Chloro-7-methyl-9-(1-(2-(7-methyl-6-nitro-[1,2,4]triazolo[4,3-a]pyridine-3-yl)acetyl)piperidin-4-yl)-7,9-dihydro-8H-purin-8-one ClC1=NC=C2N(C(N(C2=N1)C1CCN(CC1)C(CC1=NN=C2N1C=C(C(=C2)C)[N+](=O)[O-])=O)=O)C